(7-chloroquinolin-8-yl)-6-methoxypyrazine-2-sulfonamide ClC1=CC=C2C=CC=NC2=C1C=1C(=NC(=CN1)OC)S(=O)(=O)N